NC1=NC=NC=2N(C3=CC=C(C=C3C21)C(=O)N)CC(=O)N2[C@@H]1C[C@@]1(C[C@H]2C(NC2=NC(=CC=C2)Br)=O)C 4-amino-9-(2-((1R,3S,5R)-3-((6-bromopyridin-2-yl)carbamoyl)-5-methyl-2-azabicyclo[3.1.0]hex-2-yl)-2-oxoethyl)-9H-pyrimido[4,5-b]indole-6-carboxamide